BrC1=CC2=C(C(CC(C(N2)=O)NC(OC(C)(C)C)=O)=O)C=C1 tert-butyl N-(8-bromo-2,5-dioxo-3,4-dihydro-1H-1-benzazepin-3-yl)carbamate